(S)-3-(3-chloro-4-methylphenyl)-N-(2,5-dimethoxyphenyl)-3-(thiazol-2-yl)pyrrolidine-1-carboxamide ClC=1C=C(C=CC1C)[C@@]1(CN(CC1)C(=O)NC1=C(C=CC(=C1)OC)OC)C=1SC=CN1